potassium dinaphtho[2,1-b:1',2'-d]furan-3,5,9,11-tetrasulfonate C1=CC(=CC=2C(=CC=3OC4=C(C3C12)C1=CC=C(C=C1C(=C4)S(=O)(=O)[O-])S(=O)(=O)[O-])S(=O)(=O)[O-])S(=O)(=O)[O-].[K+].[K+].[K+].[K+]